1-[2-(4-chloro-2-fluorophenyl)hydrazino](2H3)-1-ethanone ClC1=CC(=C(C=C1)NNC(C([2H])([2H])[2H])=O)F